Z-(4-((3-aminopiperidin-1-yl)methyl)-6-(4-methyl-1H-imidazol-1-yl)pyridin-2-yl)-4-phenylpicolinamide NC1CN(CCC1)CC1=CC(=NC(=C1)N1C=NC(=C1)C)C=1C(=NC=CC1C1=CC=CC=C1)C(=O)N